5-methoxy-2-methyl-5-oxopentane COC(CCC(C)C)=O